Tert-butyl-(1-((2-(((4-(3,5-dimethoxystyryl) phenoxy) carbonyl) oxy) ethyl) amino)-1,4-dioxo-4-(tritylamino) butan-2-yl) carbamate C(N)(OC(C(=O)NCCOC(=O)OC1=CC=C(C=C1)C=CC1=CC(=CC(=C1)OC)OC)(CC(NC(C1=CC=CC=C1)(C1=CC=CC=C1)C1=CC=CC=C1)=O)C(C)(C)C)=O